ClC1=C(C=CC(=C1)Cl)NC=1N(C2=NC(=NC=C2N1)NC1CCOCC1)C1CCC(CC1)C(=O)N (1s,4s)-4-(8-(2,4-dichlorophenylamino)-2-(tetrahydro-2H-pyran-4-ylamino)-9H-purin-9-yl)cyclohexanecarboxamide